ClC=1C=C(CNC2=NC=NC3=CC=C(C=C23)C=2C(=NOC2C)C)C=CC1 4-((3-chlorobenzyl)amino)-6-(3,5-dimethylisoxazol-4-yl)quinazolin